N-((1S)-1-(5-((4,5-Dichloro-2,3-dihydro-1H-inden-2-yl)amino)pyridin-2-yl)-2,2,2-trifluoroethyl)-N-methylpivalamide ClC1=C2CC(CC2=CC=C1Cl)NC=1C=CC(=NC1)[C@@H](C(F)(F)F)N(C(C(C)(C)C)=O)C